(S)-tert-butyl 4-((3-chloro-2,4-difluorophenyl)(methyl)carbamoyl)-2-oxo-3-(4-(trifluoromethyl)quinolin-2-yl)imidazolidine-1-carboxylate ClC=1C(=C(C=CC1F)N(C(=O)[C@H]1N(C(N(C1)C(=O)OC(C)(C)C)=O)C1=NC2=CC=CC=C2C(=C1)C(F)(F)F)C)F